6-(Cyclopropanecarboxamido)-4-((7-(cyclopropylmethyl)-3-ethyl-4-oxo-4,7-dihydro-3H-pyrrolo[2,3-d]pyrimidin-5-yl)amino)-N-(methyl-d3)nicotinamide C1(CC1)C(=O)NC1=NC=C(C(=O)NC([2H])([2H])[2H])C(=C1)NC1=CN(C=2N=CN(C(C21)=O)CC)CC2CC2